trans-butenol C(=C\CC)/O